N1=C(C=CC=C1)C(C(=O)C1=CC=C(C=N1)NC([O-])=O)C N-{6-[2-(pyridin-2-yl) Propionyl]pyridin-3-yl}carbamate